NC=1N=C(SC1C(=O)C1=NC(=NO1)C1CC1)N(C1=CC=C(C=C1)F)C(C(=O)N)C (N-[4-Amino-5-(3-cyclopropyl-1,2,4-oxadiazol-5-carbonyl)thiazol-2-yl]-4-fluoroanilino)propanamid